FC(C(=O)N[C@@H]1[C@H](N(C(C1)=O)C=1C=C2C=NN(C2=CC1)CC1=NN(C=C1)C)C1=CC=CC=C1)(C)F |r| 2,2-difluoro-N-[rac-(2R,3S)-1-[1-[(1-methylpyrazol-3-yl)methyl]indazol-5-yl]-5-oxo-2-phenyl-pyrrolidin-3-yl]propanamide